CC1=C(C(=O)N[C@H](C)C2=CC=CC3=CC=CC=C23)C=C(C=C1)NC=1C=NC=CC1 (R)-2-methyl-N-(1-(naphthalen-1-yl)ethyl)-5-(pyridin-3-ylamino)benzamide